4-[(9S)-4,5,13-trimethyl-9-(oxazol-2-ylmethyl)-3-thia-1,8,11,12-tetrazatricyclo[8.3.0.02,6]trideca-2(6),4,7,10,12-pentaen-7-yl]phenol CC=1SC=2N3C(=NN=C3[C@@H](N=C(C2C1C)C1=CC=C(C=C1)O)CC=1OC=CN1)C